C(CCCCC)OCC1=CC(=C(C=C1)O)OC 4-((hexyloxy)methyl)-2-methoxyphenol